O1C(=C(OCCC(=O)[O-])C(=O)C=2C(O)=CC(O)=CC12)C1=CC(O)=C(O)C=C1 quercetin-3-O-propionate